CC1(CC(OCC1)CC(C)C)O tetrahydro-4-methyl-2-(2-methyl-propyl)-2H-pyran-4-ol